NC1=NC2=C(C=3N1N=C(N3)C=3OC=CC3)SC(N2CCN2CCN(CC2)C=2C(=CC(=C(OCC(=O)NCCN3CCOCC3)C2)F)F)=O 2-(5-(4-(2-(5-amino-8-(furan-2-yl)-2-oxothiazolo[5,4-e][1,2,4]triazolo[1,5-c]pyrimidin-3(2H)-yl)ethyl)piperazin-1-yl)-2,4-difluorophenoxy)-N-(2-morpholinylethyl)acetamide